[(1R)-2-[(3R)-2,3-dihydro-1-benzofuran-3-yl]-1-{[(1R,2S,4S)-7-oxabicyclo[2.2.1]heptan-2-yl]formamido}ethyl]boronic acid O1C[C@@H](C2=C1C=CC=C2)C[C@H](NC(=O)[C@@H]2[C@H]1CC[C@@H](C2)O1)B(O)O